2-methyl-5-((2-(2-(4-(4-methylpiperazin-1-yl)piperidin-1-yl)ethoxy)ethyl)amino)-4-oxoquinazolin CC1=NC2=CC=CC(=C2C(N1)=O)NCCOCCN1CCC(CC1)N1CCN(CC1)C